(R)-5-methyl-5-{4-[4-(3,5,6-trimethylpyridin-2-yl)piperazine-1-carbonyl]phenyl}imidazolidine-2,4-dione C[C@]1(C(NC(N1)=O)=O)C1=CC=C(C=C1)C(=O)N1CCN(CC1)C1=NC(=C(C=C1C)C)C